ClC1=NC=2C=C(C=CC2C2=C1COC2)CN(C(=O)C=2C=NC(=NC2)C2CC2)C=2C=NC=CC2C#N N-({4-chloro-1H,3H-furo[3,4-c]quinolin-7-yl}methyl)-N-(4-cyanopyridin-3-yl)-2-cyclopropylpyrimidine-5-carboxamide